(±)-trans-4-Methyl-5-(3-methylbut-2-en-1-yl)pyrrolidin-2-one C[C@@H]1CC(N[C@H]1CC=C(C)C)=O |r|